4-(tert-butyl)quinoline-5-ol C(C)(C)(C)C1=CC=NC=2C=CC=C(C12)O